BrC1=CC=C(C=C1)N1C(CN(CC1)CC(F)(F)F)=O 1-(4-bromophenyl)-4-(2,2,2-trifluoroethyl)piperazin-2-one